N-(4-(1H-pyrazol-1-yl)benzyl)-N-(3-methoxybenzyl)-4-((2-(3-methoxybenzyloxy)ethoxy)methyl)aniline N1(N=CC=C1)C1=CC=C(CN(C2=CC=C(C=C2)COCCOCC2=CC(=CC=C2)OC)CC2=CC(=CC=C2)OC)C=C1